tert-Butyl-(5S,R)-2-(3,4-difluorobenzyl)-3-oxo-2,3,5,6,7,8-hexahydro[1,2,4]triazolo[4,3-a]pyridin-5-carboxylat C(C)(C)(C)OC(=O)[C@@H]1CCCC=2N1C(N(N2)CC2=CC(=C(C=C2)F)F)=O